BrC=1C2=C(C=3C(=NC(=NC3C1)Cl)Cl)C=C(O2)C 6-bromo-1,3-dichloro-8-methylfuro[3,2-f]quinazoline